Cl.NC1(CC1)C(=O)OCC ethyl 1-aminocyclopropane-1-carboxylate hydrogen chloride